nonyl 8-((6-((4,4-bis(((Z)-oct-5-en-1-yl)oxy)butanoyl)oxy)hexyl)(3-(methylsulfonamido)propyl)amino)octanoate C(CCC\C=C/CC)OC(CCC(=O)OCCCCCCN(CCCCCCCC(=O)OCCCCCCCCC)CCCNS(=O)(=O)C)OCCCC\C=C/CC